C1(=CC=CC=C1)[C@@H]1CCC=2N1N=C(N2)C(=O)N[C@@H]2C(N(C=1N(CC2)N=CC1)C)=O |r| rac-(5S)-5-Phenyl-N-[rac-(6S)-4-methyl-5-oxo-7,8-dihydro-6H-pyrazolo[1,5-a][1,3]diazepin-6-yl]-6,7-dihydro-5H-pyrrolo[1,2-b][1,2,4]triazol-2-carboxamid